[Si](C)(C)(C(C)(C)C)O[C@@H]1C[C@H](N(C1)C(=O)OC(C)(C)C)C=1NC2=C(N1)C(=C1C(=C2)CC(C1)C=O)F tert-butyl (2S,4R)-4-[tert-butyl(dimethyl)silyl]oxy-2-(8-fluoro-6-formyl-3,5,6,7-tetrahydrocyclopenta[f]benzimidazol-2-yl)pyrrolidine-1-carboxylate